5'-chloro-4-(3-chloroanilino)-2'-[(2R)-3-hydroxy-2-methylpropyl]-2',3'-dihydrospiro[cyclohexane-1,1'-isoindole]-4-carboxylic acid ClC=1C=C2CN(C3(C2=CC1)CCC(CC3)(C(=O)O)NC3=CC(=CC=C3)Cl)C[C@H](CO)C